C(C)[Si](C)(C)C Ethyl-trimethyl-monosilane